N-phenyl-carbamic acid (diheptylphenyl) ester C(CCCCCC)C=1C(=C(C=CC1)OC(NC1=CC=CC=C1)=O)CCCCCCC